C(C)(C)(C)OC(=O)N1[C@H](C[C@H](C1)OC1=CC(=C(C=C1)[N+](=O)[O-])NC)C(=O)OC(C)(C)C.BrC1=CC(=CC=C1)COC1=CC=C(C=C1)CCl 1-bromo-3-((4-(chloromethyl)phenoxy)methyl)benzene ditert-butyl-(2R,4R)-4-[3-(methylamino)-4-nitro-phenoxy]pyrrolidine-1,2-dicarboxylate